N-(4-acetamidophenyl)-N-fluorosulfonyl-sulfamoyl fluoride C(C)(=O)NC1=CC=C(C=C1)N(S(=O)(=O)F)S(=O)(=O)F